C(C)(C)(C)N1N=NC(=C1)C(=O)NCC1=C(C(=C(C=C1)C1=C(C=NC=C1N1C[C@@H](CCC1)NC)C#N)F)C 1-(tert-butyl)-N-(4-(3-cyano-5-((R)-3-(methylamino)piperidin-1-yl)pyridin-4-yl)-3-fluoro-2-methylbenzyl)-1H-1,2,3-triazole-4-carboxamide